C(C#CCC)([O-])=S pent-2-ynethioate